ClC=1C=C(C=CC1C)NC(=O)NCCC1=CC(=CC=C1)C=1C(N(C(C1)=O)CC1CCOCC1)=O 1-(3-chloro-4-methylphenyl)-3-(3-(2,5-dioxo-1-((tetrahydro-2H-pyran-4-yl)methyl)-2,5-dihydro-1H-pyrrol-3-yl)phenethyl)urea